1,3-bis(2,3-epoxypropoxy)benzene C(C1CO1)OC1=CC(=CC=C1)OCC1CO1